2-Amino-7-fluoro-4-(5-fluoro-3-((2S,3S)-3-((2-hydroxy-2-methylpropyl)(methyl)amino)-2-methylpyrrolidin-1-yl)-7,9-dihydrofuro[3,4-f]quinazolin-6-yl)thieno[3,2-c]pyridine-3-carbonitrile NC1=C(C=2C(=NC=C(C2S1)F)C=1C2=C(C=3C=NC(=NC3C1F)N1[C@H]([C@H](CC1)N(C)CC(C)(C)O)C)COC2)C#N